lauryl behenate (lauryl benzoate) C(CCCCCCCCCCC)C1=C(C(=O)O)C=CC=C1.C(CCCCCCCCCCCCCCCCCCCCC)(=O)OCCCCCCCCCCCC